N,N-Dibenzoyl-7-(2,3,5-tri-O-benzoyl-β-D-ribofuranosyl)-5-[3-({[2-(trimethylsilyl)ethoxy]carbonyl}amino)propyl]-7H-pyrrolo[2,3-d]pyrimidin-4-amine C(C1=CC=CC=C1)(=O)N(C=1C2=C(N=CN1)N(C=C2CCCNC(=O)OCC[Si](C)(C)C)[C@H]2[C@H](OC(C1=CC=CC=C1)=O)[C@H](OC(C1=CC=CC=C1)=O)[C@H](O2)COC(C2=CC=CC=C2)=O)C(C2=CC=CC=C2)=O